FC(C=1N=C2SC(=NN2C1CN1CC(=CC1=O)CC(C)(F)F)COC)F 1-[[6-(difluoromethyl)-2-(methoxymethyl)imidazo[2,1-b][1,3,4]thiadiazol-5-yl]methyl]-3-(2,2-difluoropropyl)-2H-pyrrol-5-one